Boc-7-aminoheptanoic acid CC(C)(C)OC(=O)NCCCCCCC(=O)O